(6Z,9Z,26Z,29Z)-Pentatriaconta-6,9,26,29-tetraen-18-one CCCCC\C=C/C\C=C/CCCCCCCC(CCCCCCC\C=C/C\C=C/CCCCC)=O